C(C)(C)(C)OC(=O)N1CCC(CC1)[C@H]1[C@@H](C1)N trans-4-(2-aminocyclopropyl)piperidine-1-carboxylic acid tert-butyl ester